NC\C=C(\CN1N=NC2=C1C=C(C=C2C2=C(C=CC(=C2)S(NC)(=O)=O)OC)C(=O)NOC)/F (Z)-1-(4-amino-2-fluorobut-2-en-1-yl)-N-methoxy-4-(2-methoxy-5-(N-methylsulfamoyl)phenyl)-1H-benzo[d][1,2,3]triazol-6-carboxamide